FC1=CC2=C(C(=NO2)C2CCN(CC2)CCN2C(C=3N(CC2)C=C(C3C)C)=O)C=C1 2-{2-[4-(6-fluoro-benzo[d]isoxazol-3-yl)-piperidin-1-yl]-ethyl}-7,8-dimethyl-3,4-dihydro-2H-pyrrolo[1,2-a]pyrazin-1-one